C(C)(C)N(C(=O)C1=C(C=CC(=C1)F)N1C=C(C=2C1=CN=CC2)C(=O)C2CCN(CC2)C(=O)[C@H]2N(C1(CC1)CC2)C(=O)OC(C)(C)C)C(C)C tert-butyl (S)-5-(4-(1-(2-(diisopropylcarbamoyl)-4-fluorophenyl)-1H-pyrrolo[2,3-c]pyridine-3-carbonyl)piperidine-1-carbonyl)-4-azaspiro[2.4]heptane-4-carboxylate